4-(1-(5-(difluoromethyl)-1,3,4-thiadiazol-2-yl)-6-(N-(1-methylcyclopropyl)aminosulfonyl)-1H-indazol-4-yl)-N-methyl-N-(1-methylpiperidin-4-yl)piperazine-1-carboxamide FC(C1=NN=C(S1)N1N=CC2=C(C=C(C=C12)S(=O)(=O)NC1(CC1)C)N1CCN(CC1)C(=O)N(C1CCN(CC1)C)C)F